2-amino-N-phenylhex-5-enamide NC(C(=O)NC1=CC=CC=C1)CCC=C